2-((3R,4S)-3-aminotetrahydro-2H-pyran-4-yl)-5-chloro-3-(prop-1-yn-1-yl)-N-(thiophen-2-ylmethyl)thieno[3,2-b]pyridin-7-amine formate salt C(=O)O.N[C@H]1COCC[C@@H]1C1=C(C2=NC(=CC(=C2S1)NCC=1SC=CC1)Cl)C#CC